(S)-N-(1-cyanocyclopropyl)-3-(5-(difluoromethyl)-1,3,4-thiadiazol-2-yl)-8-(3-methyl-4-(1-methylcyclopropane-1-carbonyl)piperazin-1-yl)imidazo[1,5-a]pyridine-6-sulfonamide C(#N)C1(CC1)NS(=O)(=O)C=1C=C(C=2N(C1)C(=NC2)C=2SC(=NN2)C(F)F)N2C[C@@H](N(CC2)C(=O)C2(CC2)C)C